FC(C=1C=C(C=CC1)NC(C1=CC(=CC=C1)NS(=O)(=O)C1=CC(=CC=C1)C(F)(F)F)=O)(F)F N-(3-(trifluoromethyl)phenyl)-3-((3-(trifluoromethyl)phenyl)sulfonamido)benzamide